C(C1=CC=CC=C1)(C1=CC=CC=C1)(C1=CC=CC=C1)NC1CCC(CC1)O (1r,4r)-4-(tritylamino)cyclohexan-1-ol